tantalum-nickel-tellurium [Te].[Ni].[Ta]